FC1=C(CNC(=N)N)C=C(C=C1)[N+](=O)[O-] 1-(2-Fluoro-5-nitrobenzyl)guanidine